NC(C)C=1C(=C(C#N)C=CC1)C 3-(1-aminoethyl)-2-methylbenzonitrile